CC1=CC(=NC=C1NC1=CC2=C(C=N1)N(C(N2C2CCOCC2)=O)C)C#N 4-methyl-5-((3-methyl-2-oxo-1-(tetrahydro-2H-pyran-4-yl)-2,3-dihydro-1H-imidazo[4,5-c]pyridin-6-yl)amino)pyridinecarbonitrile